2-bromo-6-isopropyl-6,7-dihydro-4H-pyrazolo[1,5-a]pyrrolo[3,4-d]pyrimidine-5,8-dione BrC1=NN2C(NC3=C(C2=O)CN(C3=O)C(C)C)=C1